CC(CCCC=C)CCCCCCCCCCC 6-Methyl-8-cis-heptadecene